N=1N=CN2C1C=CC(=C2)C2=CNC=1N=C(N=CC12)NC1CCC(CC1)(C)NC(C)=O N-((1r,4r)-4-((5-([1,2,4]triazolo[4,3-a]pyridin-6-yl)-7H-pyrrolo[2,3-d]pyrimidin-2-yl)amino)-1-methylcyclohexyl)acetamide